O=C1C(=C(N=C2N1C=CC=C2)N2CCCCC2)C=O 4-OXO-2-PIPERIDIN-1-YL-4H-PYRIDO[1,2-A]PYRIMIDINE-3-CARBALDEHYDE